N-(4-(2,4-difluorophenyl)pyridin-3-yl)-2-(phenylamino)pyrimidine-4-carboxamide FC1=C(C=CC(=C1)F)C1=C(C=NC=C1)NC(=O)C1=NC(=NC=C1)NC1=CC=CC=C1